C1(=CC=CC=C1)C(COC(CC=1N(C2=CC=CC=C2C1CC=C)C)=O)C 2-(3-allyl-1-methyl-1H-indol-2-yl)acetic acid 2-phenylpropyl ester